ClC1=C(C=CC2=C1C(=NCC(N2)=O)C2=C(C=CC=C2)F)Cl 6,7-dichloro-5-(2-fluorophenyl)-1,3-dihydro-1,4-benzodiazepine-2-One